FC(C=1C=C(CNC2=NC=C(C(=N2)C2=CC=C(C=C2)[N+](=O)[O-])C)C=C(C1)C(F)(F)F)(F)F N-(3,5-bis(trifluoromethyl)benzyl)-5-methyl-4-(4-nitrophenyl)pyrimidin-2-amine